C(C)(C)(C)[C@]1(N(C[C@@H]([C@H]1OC(=O)C1CC(C1)O)OC(=O)OC(C)(C)C)C(=O)O)CC1=CC=C(C=C1)OC.COC=1C=C2C(C=C(OC2=CC1)C1=C(C=C(C=C1)OC)OC)=O 6,2',4'-trimethoxyflavone tert-butyl-(2R,3S,4S)-4-[(tert-butoxycarbonyl)oxy]-3-(3-hydroxycyclobutanecarbonyloxy)-2-[(4-methoxyphenyl)methyl]pyrrolidine-1-carboxylate